COC1=C(C(=CC=C1)OC)N1C(=NN=C1COC)NS(=O)(=O)[C@@H](C)[C@H](C)C1=NC=C(C=N1)OC (2S,3R)-N-(4-(2,6-dimethoxyphenyl)-5-(methoxymethyl)-4H-1,2,4-triazol-3-yl)-3-(5-methoxypyrimidin-2-yl)butane-2-sulfonamide